C(CCCCCCCC=CCC=CCC=CCC)(=O)OC methyl 9,12,15-octadecatrienoate